C(C)N(CCOCC(=O)[O-])CCOC1=C(C=C(C=C1)OC=1C2=C(SC1C(C1=CC(=CC=C1)F)=O)C=C(C=C2)O)CC 2-(2-(ethyl(2-(Ethyl 4-((2-(3-Fluorobenzoyl)-6-hydroxybenzo[b]thiophen-3-yl)oxy)phenoxy)ethyl)amino)ethoxy)acetate